C(C1=CC=CC=C1)OC(=O)N[C@@H](CCC(=O)OC(C)(C)C)C(=O)N[C@H](C(=O)N[C@H](C(=O)NC1=CC=C(C=C1)CO)CCCNC(=O)N)C(C)C Tert-butyl (S)-4-(((benzyloxy)carbonyl)amino)-5-(((S)-1-(((S)-1-((4-(hydroxymethyl)phenyl)amino)-1-oxo-5-ureidopentan-2-yl)amino)-3-methyl-1-oxobutan-2-yl)amino)-5-oxopentanoate